ClC=1C(=C2C=NNC2=C(C1F)C1=CC=NN1C)C=1N=CC=2N(C1)C=C(N2)NC(=O)C2C(C2)F N-(6-(5-chloro-6-fluoro-7-(1-methyl-1H-pyrazol-5-yl)-1H-indazol-4-yl)imidazo[1,2-a]pyrazin-2-yl)-2-fluorocyclopropane-1-carboxamide